C(CCC)C=1N=C(OC1CCCC)CC(C(=O)O)=C ((4,5-dibutyloxazol-2-yl)methyl)acrylic acid